1-(3,4-difluoro-phenyl)-3-[[2-(fluoromethoxy)pyridin-4-yl]methyl]urea FC=1C=C(C=CC1F)NC(=O)NCC1=CC(=NC=C1)OCF